NC1=C(C=2C(=NC=C(C2S1)F)C=1C2=C(C=3C=NC(=NC3C1F)N1[C@H]([C@H](CC1)N)C)COC2)C#N 2-Amino-4-(3-((2S,3S)-3-amino-2-methylpyrrolidin-1-yl)-5-fluoro-7,9-dihydrofuro[3,4-f]quinazolin-6-yl)-7-fluorothieno[3,2-c]pyridine-3-carbonitrile